methyl (Z)-3-((4-aminophenyl)((4-(N-methyl-2-(4-methylpiperazin-1-yl)acetamido)phenyl)amino)methylene)-2-oxoindoline-5-carboxylate NC1=CC=C(C=C1)/C(=C\1/C(NC2=CC=C(C=C12)C(=O)OC)=O)/NC1=CC=C(C=C1)N(C(CN1CCN(CC1)C)=O)C